2,3-dihydro-1,5-benzothiazepin-4-one S1CCC(NC2=C1C=CC=C2)=O